5-(Difluoromethoxy)-6-methylpyrazine-2-carboxylate FC(OC=1N=CC(=NC1C)C(=O)[O-])F